O1C(=NN=C1)CC1=C(C=C(CN2C(NC3=C2C=CC=C3)=O)C=C1)Cl (4-((1,3,4-oxadiazol-2-yl)methyl)-3-chlorobenzyl)-1,3-dihydro-2H-benzo[D]imidazol-2-one